N-(5-(3-(9H-purin-6-yl)pyridin-2-ylamino)-2-fluorophenyl)-4-methyl-3-(trifluoromethyl)benzamid N1=CN=C2NC=NC2=C1C=1C(=NC=CC1)NC=1C=CC(=C(C1)NC(C1=CC(=C(C=C1)C)C(F)(F)F)=O)F